C(C)[Al](CC)CC Tri-Ethyl-Aluminum